(S)-2-(5-methyl-1,3,4-oxadiazol-2-yl)but-3-yn-2-ol CC1=NN=C(O1)[C@](C)(C#C)O